OC1=C(OC2=NC(=CC=C21)C(F)(F)F)C(=O)OCC Ethyl 3-hydroxy-6-(trifluoromethyl)furo[2,3-b]pyridine-2-carboxylate